benzyl 2,6-dichloro-9H-purine-9-sulfonate ClC1=NC(=C2N=CN(C2=N1)S(=O)(=O)OCC1=CC=CC=C1)Cl